O[C@@H]1CNCC[C@H]1O |r| 3,4-rac-trans-dihydroxypiperidin